2-((3-(1-(4-butoxyphenyl)cyclopropyl)-1,2,4-oxadiazol-5-yl)methyl)acrylic acid C(CCC)OC1=CC=C(C=C1)C1(CC1)C1=NOC(=N1)CC(C(=O)O)=C